C(=O)C1=CC(=C2CN(C(C2=C1)=O)C1=CC(=CC(=N1)NCCCC#N)C1=C(C=CC(=C1)C(F)(F)F)C1=NN=CN1C)C(F)(F)F 4-((6-(6-formyl-1-oxo-4-(trifluoromethyl)isoindolin-2-yl)-4-(2-(4-methyl-4H-1,2,4-triazol-3-yl)-5-(trifluoromethyl)phenyl)pyridin-2-yl)amino)butanenitrile